S(=O)(=O)(O)O.NC1=C(N=CC(=N1)N1CCC2(CC=C([C@H]2N)C2CC2)CC1)SC1=C(C(=NC=C1)N)Cl (S)-8-(6-amino-5-((2-amino-3-chloropyridin-4-yl)thio)pyrazin-2-yl)-2-cyclopropyl-8-azaspiro[4.5]dec-2-en-1-amine sulfate